iron zinc phosphate calcium [Ca+2].P(=O)([O-])([O-])[O-].[Zn+2].[Fe+2].P(=O)([O-])([O-])[O-]